2-(bis(3-chloro-4-fluorophenyl)methyl)-4-methyl-1H-imidazole-5-sulfonamide ClC=1C=C(C=CC1F)C(C=1NC(=C(N1)C)S(=O)(=O)N)C1=CC(=C(C=C1)F)Cl